1-(2-chlorophenyl)-1H-pyrazole ClC1=C(C=CC=C1)N1N=CC=C1